1-((1-(4-(1H-pyrazol-4-yl)phenyl)piperidin-4-yl)methyl)pyrrolidine-2,5-dione N1N=CC(=C1)C1=CC=C(C=C1)N1CCC(CC1)CN1C(CCC1=O)=O